CN1CCC(CC1)(C1=NN=C(N1)C1=CC=NC=C1)NC=1C=C(C(=O)N[C@H](C)C=2C=C(OCCCCCCOCCOCCOCCC(=O)O)C=CC2)C=CC1 (R)-3-(2-(2-((6-(3-(1-(3-((1-methyl-4-(5-(pyridin-4-yl)-4H-1,2,4-triazol-3-yl)piperidin-4-yl)amino)benzamido)ethyl)phenoxy)hexyl)oxy)ethoxy)ethoxy)propanoic acid